C(#N)C1=C(OC=2C=C3C(N(C=NC3=CC2)C2=CC=C(C=C2)C2CN(CCC2)C(=O)OC(C)(C)C)=O)C(=CC=C1NS(=O)(=O)N1C[C@@H](CC1)F)F tert-butyl 3-[4-[6-[2-cyano-6-fluoro-3-[[(3R)-3-fluoropyrrolidin-1-yl]sulfonylamino]phenoxy]-4-oxo-quinazolin-3-yl]phenyl]piperidine-1-carboxylate